Farnesylcystein C(C=C(C)CCC=C(C)CCC=C(C)C)N[C@@H](CS)C(=O)O